tert-butyl (E)-(2-(1-((tert-butylsulfinyl)imino)ethyl)-6-(1-methylcyclopropyl)pyridin-4-yl)carbamate C(C)(C)(C)S(=O)\N=C(/C)\C1=NC(=CC(=C1)NC(OC(C)(C)C)=O)C1(CC1)C